C(CC=C)C1C(OC(C(O1)=O)CCC=C)=O 3,6-di(but-3-en-1-yl)-1,4-dioxane-2,5-dione